BrC1=CC(=C(C=C1OC)CC(C#C)NC(OC(C)(C)C)=O)OC tert-Butyl (1-(4-bromo-2,5-dimethoxyphenyl)but-3-yn-2-yl)carbamate